Cl.FC=1C=NN(C1)C1=CC=C(C=N1)C(C)N1CCC(CC1)S(=O)(=O)N 1-(6-(4-fluoro-1H-pyrazol-1-yl)pyridin-3-yl)ethylpiperidine-4-sulfonamide hydrochloride